methyl ((R)-((1S,2R,3S,5S,7R)-1,5-dichloroadamantan-2-yl)(phenyl)methyl)carbamate Cl[C@@]12[C@H]([C@@H]3C[C@@](C[C@H](C1)C3)(C2)Cl)[C@H](C2=CC=CC=C2)NC(OC)=O